FC1=CC(=C(C=C1C=1C=NC(=NC1)N1CCOCC1)NC(=O)C1=CNC(C=C1C(F)(F)F)=O)N1C[C@H]([C@@H](C1)OC)N(C)CC |r| N-[4-fluoro-5-(2-morpholin-4-ylpyrimidin-5-yl)-2-[rac-(3R,4R)-3-[ethyl(methyl)amino]-4-methoxypyrrolidin-1-yl]phenyl]-6-oxo-4-(trifluoromethyl)-1H-pyridine-3-carboxamide